5-(1-(tert-butyldimethylsilyloxy)ethyl)-1H-pyrazole-3-carboxylic acid [Si](C)(C)(C(C)(C)C)OC(C)C1=CC(=NN1)C(=O)O